CC1SCCN1 2-methyltetrahydrothiazole